N1CC(C1)=CC1=CC=C(C=C1)C1=C(C(CCC2=C1C=CC(=C2)C(=O)OC)C)C2=C(C=C(C=C2)Cl)Cl methyl 9-(4-(azetidin-3-ylidenemethyl)phenyl)-8-(2,4-dichlorophenyl)-7-methyl-6,7-dihydro-5H-benzo[7]annulene-3-carboxylate